6,7-dihydro-6-mercapto-5H-pyrazolo[1,2-a][1,2,4]triazolium chloride C1C(C[N+]2=CN=CN21)S.[Cl-]